ClC1=C(C=C(C=C1)N1CC(C=2C=C(N=CC2C1)C(=O)O)CC)F 7-(4-chloro-3-fluorophenyl)-5-ethyl-5,6,7,8-tetrahydro-2,7-naphthyridine-3-carboxylic acid